N-methyl-1-(4,5,6,7-tetrahydrobenzo[b]thiophen-7-yl)methanamine CNCC1CCCC2=C1SC=C2